C(C)OC1=CC=C(C=N1)C1=CN(C2=CC(=CC=C12)NC(C1=CC(=C(C=C1)C)NC1=NC=CC(=N1)C1=CC=C(C=C1)C)=O)C N-(3-(6-Ethoxypyridin-3-yl)-1-methyl-1H-indol-6-yl)-4-methyl-3-((4-(p-tolyl)pyrimidin-2-yl)amino)benzamide